1,3-diamino-4-(dodecyloxy)benzene NC1=CC(=C(C=C1)OCCCCCCCCCCCC)N